3-oxo-5-sulfo-1H-indol O=C1CNC2=CC=C(C=C12)S(=O)(=O)O